FC(C(=O)N1[C@H]2CC(C[C@@H]1CC2)O)(F)C=2C=C(C(=O)NC1=CC(=C(C(=C1)F)F)F)C=CC2F 3-(1,1-difluoro-2-((1R,3s,5S)-3-hydroxy-8-azabicyclo[3.2.1]octan-8-yl)-2-oxoethyl)-4-fluoro-N-(3,4,5-trifluorophenyl)benzamide